O1C=CC=2C(=NC=CC21)C2=CC=C(C(=O)O)C=C2 4-(furo[3,2-c]pyridin-4-yl)benzoic acid